(2-methyl-5-prop-1-en-2-ylcyclohexyl) acetate C(C)(=O)OC1C(CCC(C1)C(=C)C)C